ClC1=C(OCC(=O)OCC(C)C)C=CC(=C1)Cl 2-methylpropyl (2,4-dichlorophenoxy)acetate